[Na+].OC(C(=O)[O-])C 2-hydroxypropionic acid, monosodium salt